ClC=1C=C(C=C2C=C(N=CC12)N)C=1C=NC=CC1CC 8-chloro-6-(4-ethyl-3-pyridinyl)isoquinolin-3-amine